5-Chloro-1-methyl-3-(1-(trifluoromethyl)-1H-pyrazol-4-yl)-1H-pyrazolo[4,3-b]pyridine ClC1=CC=C2C(=N1)C(=NN2C)C=2C=NN(C2)C(F)(F)F